BrC1C(CCC(C(CCC(C(CC1)Br)Br)Br)Br)Br 1,2,5,6,9,10-Hexabromocyclododecan